4-(5-(8-(2,5-dimethylphenyl)-7,8-dihydro-6H-pyrrolo[2',1':2,3]imidazo[4,5-b]pyridin-2-yl)pyrimidin-2-yl)morpholine CC1=C(C=C(C=C1)C)C1CCC2=NC=3C(=NC(=CC3)C=3C=NC(=NC3)N3CCOCC3)N21